N=1C=CN2C1C[C@H](CC2)COC2=NC=CC(=C2)CNC=2C=C1C=CN=C(C1=CC2)N |o1:6| 6-N-({2-[(7S*)-5H,6H,7H,8H-imidazo[1,2-a]pyridin-7-ylmethoxy]pyridin-4-yl}methyl)isoquinoline-1,6-diamine